4-(dimethylamino)-3-methyl-N-[(1s,4s)-4-{[2-(trifluoromethyl)quinolin-4-yl]amino}cyclohexyl]benzamide CN(C1=C(C=C(C(=O)NC2CCC(CC2)NC2=CC(=NC3=CC=CC=C23)C(F)(F)F)C=C1)C)C